FC=1C=CC=C2CCCN(C12)[C@H]1CCC=2C(=NC(=NC2C1)OC[C@H]1N(CCC1)C)N1C[C@@H](N(CC1)C(C=C)=O)CC#N 2-[(2S)-4-[(7S)-7-(8-Fluoro-1,2,3,4-tetrahydroquinolin-1-yl)-2-{[(2S)-1-methylpyrrolidin-2-yl]methoxy}-5,6,7,8-tetrahydroquinazolin-4-yl]-1-(prop-2-enoyl)piperazin-2-yl]acetonitrile